9-chloro-3,4-dihydro-2H-benzo[b][1,4]oxathiepine-7-carboxylate ClC1=CC(=CC2=C1OCCCS2)C(=O)[O-]